C(\C=C/C(=O)O)(=O)O.CN(CC=CC(=O)N)C 4-(dimethylamino)but-2-enamide maleate